FC1=C(N)C(=CC(=C1)N1CCN(CC1)C)F 2,6-difluoro-4-(4-methylpiperazin-1-yl)aniline